2-[4-(2-isopropylpyrazol-3-yl)pyrazol-1-yl]-N-(5-pyrazin-2-yl-2-pyridyl)acetamide C(C)(C)N1N=CC=C1C=1C=NN(C1)CC(=O)NC1=NC=C(C=C1)C1=NC=CN=C1